P(=O)([O-])([O-])[O-].C[N+]1=C(NC=C1)C.C[N+]1=C(NC=C1)C.C[N+]1=C(NC=C1)C dimethyl-imidazolium phosphate salt